CC1=C(C(=NSS1)C(C)C)C Dimethylisopropyl-dithiazine